2-((R)-1-(4-((2R,4r,6S)-2-cyano-7-((5-methoxy-7-methyl-1H-indol-4-yl)methyl)-7-azaspiro[3.5]nonan-6-yl)benzoyl)pyrrolidin-2-yl)acetic acid C(#N)C1CC2(C1)C[C@H](N(CC2)CC2=C1C=CNC1=C(C=C2OC)C)C2=CC=C(C(=O)N1[C@H](CCC1)CC(=O)O)C=C2